C1=CC=CC=2C3=CC=CC=C3C(C12)COC(=O)N([C@H](C(=O)O)CCCCCC(=O)O)C (2S)-2-[9H-fluoren-9-ylmethoxycarbonyl-(methyl)amino]suberic acid